2-((4-Chloropyrimidin-5-yl)oxy)-5-fluorobenzoic acid methyl ester COC(C1=C(C=CC(=C1)F)OC=1C(=NC=NC1)Cl)=O